CCCCCCC(C/C=C\\CCCCCCCC(=O)O)O The molecule is a hydroxy fatty acid that is (9Z)-octadec-9-enoic (oleic) acid carrying a hydroxy substituent at position 12. It is a hydroxy fatty acid, a long-chain fatty acid, a hydroxy monounsaturated fatty acid, a homoallylic alcohol and a secondary alcohol. It derives from an oleic acid. It is a conjugate acid of a (9Z)-12-hydroxyoctadec-9-enoate.